triazepine C1=CC=NNN=C1